5-Fluoro-4-(6-methyl-3-propan-2-ylthieno[2,3-d]imidazol-5-yl)-N-[5-[piperidin-3-yl]pyridin-2-yl]pyrimidin-2-amine FC=1C(=NC(=NC1)NC1=NC=C(C=C1)C1CNCCC1)C1=C(C2=C(N(C=N2)C(C)C)S1)C